FC1C(C2=C(C(=C(C(=C2C1=O)F)F)F)F)=O 2,4,5,6,7-pentafluoro-1H-indene-1,3(2H)-dione